FC1=C(C(=O)N(C2=NC=CC3=C2C=C(S3)C3=CC=C(C=C3)C(C(F)(F)F)O)[C@H]3CNCCC3)C=CC(=C1)C=1N=NN(C1)C 2-fluoro-4-(1-methyl-1H-1,2,3-triazol-4-yl)-N-((R)-piperidin-3-yl)-N-(2-(4-(2,2,2-trifluoro-1-hydroxyethyl)phenyl)thieno[3,2-c]pyridin-4-yl)benzamide